OCCCC1=C(C(=O)O)C=CC=C1.OC1=C(C(=O)OCCC)C=CC=C1 propyl hydroxybenzoate (hydroxypropyl benzoate)